1,3-diethyl-4,5-bis(4-methoxyphenyl)imidazole C(C)N1CN(C(=C1C1=CC=C(C=C1)OC)C1=CC=C(C=C1)OC)CC